methyl 4-((N-(2,4-difluorophenyl)morpholine-4-carboxamido)methyl)benzoate FC1=C(C=CC(=C1)F)N(C(=O)N1CCOCC1)CC1=CC=C(C(=O)OC)C=C1